C(#N)C=1C=C(C=CC1)C=1N=C(SC1C1=CC(=NC(=C1)C)CO)NC(=O)N1CCN(CC1)C1COC1 N-[4-(3-cyanophenyl)-5-[2-(hydroxymethyl)-6-methyl-4-pyridinyl]thiazol-2-yl]-4-(oxetan-3-yl)piperazine-1-carboxamide